3-[2-Fluoro-4-[[(1S,4S)-2-oxa-5-azabicyclo[2.2.1]heptan-5-yl]methyl]anilino]-5-(methylamino)-6-(3-methylimidazo[4,5-c]pyridin-7-yl)pyrazin-2-carboxamid FC1=C(NC=2C(=NC(=C(N2)NC)C=2C3=C(C=NC2)N(C=N3)C)C(=O)N)C=CC(=C1)CN1[C@@H]3CO[C@H](C1)C3